CC1=CC=C(OCCCSCC2=CNC(O2)=S)C=C1 5-[(4-Methylphenoxypropylsulfanyl)methyl]oxazole-2(3H)-thione